C(#N)C1=CC=C(C=2CCOC21)C2(OC1=C(O2)C=CC=C1C1C[C@H](N(CC1)CC1=NC2=C(N1C[C@H]1OCC1)C=C(C=C2)C(=O)O)C)C 2-(((2R)-4-(2-(7-cyano-2,3-dihydrobenzofuran-4-yl)-2-methylbenzo[d][1,3]dioxol-4-yl)-2-methylpiperidin-1-yl)methyl)-1-(((S)-oxetan-2-yl)methyl)-1H-benzo[d]imidazole-6-carboxylic acid